1,8-dibromo-2,7-bis(n-hexyloxy)pyrene BrC1=C(C=C2C=CC3=CC(=C(C4=CC=C1C2=C34)Br)OCCCCCC)OCCCCCC